[N+](=O)(OCC(CO[N+](=O)[O-])(C)CC1CCN(CC1)S(=O)(=O)C1=CC(=C(C=C1)OCC)C1=NN2C(C(N1)=O)=C(N=C2CCC)C)[O-] 2-((1-((4-ethoxy-3-(5-methyl-4-oxo-7-propyl-3,4-dihydroimidazo[5,1-f][1,2,4]triazin-2-yl) phenyl) sulfonyl) piperidin-4-yl) methyl)-2-methylpropan-1,3-diyl dinitrate